2-[(2-chloranyl-6-fluoranyl-benzoyl)amino]-4-[4-(5,6,7,8-tetrahydro-1,8-naphthyridin-2-yl)butyl-[2-(2,2,2-trifluoroethoxy)ethyl]amino]butanoic acid ClC1=C(C(=O)NC(C(=O)O)CCN(CCOCC(F)(F)F)CCCCC2=NC=3NCCCC3C=C2)C(=CC=C1)F